NC1=NC(=C2C(=N1)N(N=C2)CC2=C(C=C(C=C2)[N+](=O)[O-])F)C2=CC(=NC=C2)C#N 4-(6-amino-1-(2-fluoro-4-nitrobenzyl)-1H-pyrazolo[3,4-d]pyrimidin-4-yl)pyridinecarbonitrile